CN1N=CC(=C1)CCOC1=NC(=CC(=N1)N1N=C(C=C1[C@H](C)O)C=1C=C(C=CC1)C)N1CCOCC1 (S)-1-(1-(2-(2-(1-methyl-1H-pyrazol-4-yl)ethoxy)-6-morpholinopyrimidin-4-yl)-3-(m-tolyl)-1H-pyrazol-5-yl)ethan-1-ol